FC=1C(=NC(=NC1)NC1=NC=C(C=C1)CN1CCN(CC1)CC)C=1C=NN(C1)C(C)C 5-fluoro-N-(5-((4-ethylpiperazine-1-yl)methyl)pyridine-2-yl)-4-(1-isopropyl-1H-pyrazole-4-yl)pyrimidine-2-amine